acetic acid 1-(4-bromo-3-fluorobenzyl)-3-methylazetidin-3-yl ester BrC1=C(C=C(CN2CC(C2)(C)OC(C)=O)C=C1)F